6-[6-(difluoromethyl)pyridin-3-yl]-N-[(cis)-3-hydroxytetrahydrofuran-3-yl]-3-oxo-2-(pyridin-3-yl)-2,3-dihydropyridazine-4-carboxamide FC(C1=CC=C(C=N1)C=1C=C(C(N(N1)C=1C=NC=CC1)=O)C(=O)NC1(COCC1)O)F